(2R,5S)-4-(7-benzyl-1-(4-fluoro-2-isopropylpyridin-3-yl)-2-carbonyl-1,2,5,6,7,8-hexahydropyrido[3,4-d]pyrimidin-4-yl)-2,5-dimethylpiperazine-1-carboxylic acid tert-butyl ester C(C)(C)(C)OC(=O)N1[C@@H](CN([C@H](C1)C)C=1C2=C(N(C(N1)=C=O)C=1C(=NC=CC1F)C(C)C)CN(CC2)CC2=CC=CC=C2)C